C(CCCCCCCCCC)OC(CCCCCC(CCCCCC(=O)OCCCCCCCCCCC)COC(=O)C1CCN(CC1)C)=O 7-{[(1-methylpiperidine-4-carbonyl)oxy]methyl}tridecanedioic acid diundecyl ester